NC1=NC=CC2=C(C=CC=C12)C=1C=C2C(=NN(C2=CC1)[C@H]1CN(CC1)C(=O)OCC)COC1=C(C(=CC=C1)C)CC(=O)O (R)-2-(2-((5-(1-aminoisoquinolin-5-yl)-1-(1-(ethoxycarbonyl)pyrrolidin-3-yl)-1H-indazol-3-yl)methoxy)-6-methylphenyl)acetic acid